FC(C(C(C(C(C(C(C(C(F)(F)F)(F)F)(F)F)(F)F)(F)F)(F)F)(F)F)(F)F)(F)F Perfluorononane